N-(2-(3-(5-isopropoxy-pyridin-2-yl)-1,2,4-thiadiazol-5-ylamino)pyridin-3-yl)-N-methyl-acetamide C(C)(C)OC=1C=CC(=NC1)C1=NSC(=N1)NC1=NC=CC=C1N(C(C)=O)C